2-(4-biphenylyl)-propionic acid C1(=CC=C(C=C1)C(C(=O)O)C)C1=CC=CC=C1